FC1=NC(=C2N=CN(C2=N1)CC1=CC(=CC=C1)[N+](=O)[O-])N 2-fluoro-9-(3-nitrobenzyl)-9H-purin-6-amine